3-iodo-4-trifluoromethylpyridine IC=1C=NC=CC1C(F)(F)F